Cl.N1(CCC1)C(=O)O azetidine-1-carboxylate hydrochloride